C(C)(C)OC(=O)C=1C(=NC(=NC1)NC1=C(C=C(C(=C1)N)N1CCC2(CC1)CCN(CC2)C)OC)C2=CN(C1=CC=CC=C21)C 2-((5-amino-2-methoxy-4-(9-methyl-3,9-diazaspiro[5.5]undec-3-yl)phenyl)amino)-4-(1-methyl-1H-indol-3-yl)pyrimidine-5-carboxylic acid isopropyl ester